N1N=CC2=CC(=CC=C12)NC1=NC(=NC=C1)C1=CC=C2C=C(NC2=C1)C(=O)NC1=CC=CC=C1 6-(4-((1H-indazol-5-yl)amino)pyrimidin-2-yl)-N-phenyl-1H-indole-2-carboxamide